CN(C=CC(=O)NC1=CC=C2C(N(C=NC2=C1)CC1(CCN(CC1)C(C[C@@H](C)C1=CC=CC=C1)=O)O)=O)C (R)-3-(dimethylamino)-N-(3-((4-hydroxy-1-(3-phenylbutyryl)piperidin-4-yl)methyl)-4-oxo-3,4-dihydroquinazolin-7-yl)acrylamide